tert-butyl (2-(4-((1-(cyclopropyl(methyl)amino)isoquinolin-5-yl)sulfonyl)piperazin-1-yl)-2-oxoethyl)carbamate C1(CC1)N(C1=NC=CC2=C(C=CC=C12)S(=O)(=O)N1CCN(CC1)C(CNC(OC(C)(C)C)=O)=O)C